1,10-decanedioic acid bis-(1-oxyl-2,2,6,6-tetramethylpiperidin-4-yl)ester ON1C(CC(CC1(C)C)OC(CCCCCCCCC(=O)OC1CC(N(C(C1)(C)C)O)(C)C)=O)(C)C